FC1=C2CN(C(NC2=CC=C1F)=O)CC(=O)NC(C)C1=NC=C(C(=C1)C)F 2-(5,6-difluoro-2-oxo-1,4-dihydroquinazolin-3-yl)-N-[1-(5-fluoro-4-methylpyridin-2-yl)ethyl]acetamide